3-methyl-4-(4-nitrophenyl)-3-buten-2-one O-methyloxime CON=C(C)C(=CC1=CC=C(C=C1)[N+](=O)[O-])C